(S)-4-phenyl-2-oxazolidinone C1(=CC=CC=C1)[C@@H]1NC(OC1)=O